ClC1=NC=C(C(=C1)N1C=NC(=C1)C1CC1)C 2-chloro-4-(4-cyclopropyl-1H-imidazol-1-yl)-5-methylpyridine